N-(4-(1-(2,2,2-trifluoroethyl)-1H-pyrazol-4-yl)quinolin-8-yl)-6-(trifluoromethyl)nicotinamide FC(CN1N=CC(=C1)C1=CC=NC2=C(C=CC=C12)NC(C1=CN=C(C=C1)C(F)(F)F)=O)(F)F